2-(2-((3R,4R)-3-amino-4-fluoropiperidin-1-yl)-4,6-difluoro-1H-benzo[d]imidazol-1-yl)-N,N-dimethylacetamide N[C@@H]1CN(CC[C@H]1F)C1=NC2=C(N1CC(=O)N(C)C)C=C(C=C2F)F